ClC1=C(C=CC=C1)C1=NOC(=C1C(=O)N(C)C1=CC=C(C=C1)Cl)C 3-(2-chlorophenyl)-N-(4-chlorophenyl)-N,5-dimethylisoxazole-4-carboxamide